C(C)OC(\C=C\C=1SC=CN1)=O (E)-3-(thiazol-2-yl)acrylic acid ethyl ester